(2-chloro-5-nitrophenyl)boronic acid ClC1=C(C=C(C=C1)[N+](=O)[O-])B(O)O